(1S,9S)-9-ethyl-5-fluoro-9-hydroxy-1-((3-hydroxypropyl)amino)-4-methyl-1,2,3,9,12,15-hexahydro-10H,13H-benzo[de]pyrano[3',4':6,7]indolizino[1,2-b]quinoline-10,13-dione C(C)[C@]1(C(OCC=2C(N3CC=4C(=NC=5C=C(C(=C6C5C4[C@H](CC6)NCCCO)C)F)C3=CC21)=O)=O)O